C(C1=CC=CC=C1)OC(=O)N[C@@H](CCCCN)C(=O)O c-N-benzyloxycarbonyl-L-lysine